C(N)(OC(C(C1=CC=CC=C1)OC(N)=O)C1=CC=CC=C1)=O 1,2-diphenylethane-1,2-diyl dicarbamate